(S)-4-(2-(4-fluorobenzamido)-3-phenylpropionamido)-2-methylbenzene-1-sulfonyl chloride FC1=CC=C(C(=O)N[C@H](C(=O)NC2=CC(=C(C=C2)S(=O)(=O)Cl)C)CC2=CC=CC=C2)C=C1